1,2,3,4-tetrahydroquinoline-3-carboxamide N1CC(CC2=CC=CC=C12)C(=O)N